BrC1=C(C=C(C=C1)[N+](=O)[O-])F bromo-2-fluoro-4-nitrobenzene